tert-Butyl 4-(3-(2-chloroacetamido)propyl)piperidine-1-carboxylate ClCC(=O)NCCCC1CCN(CC1)C(=O)OC(C)(C)C